indene-2-carboxylic acid C1C(=CC2=CC=CC=C12)C(=O)O